2,4-bis(dimethylamino)-6-chloro-[1,3,5]-triazine CN(C1=NC(=NC(=N1)N(C)C)Cl)C